N(O)=CC(=O)O oximinoacetic acid